O=C1N(CCC(N1)=O)C=1C=C(C(=O)N2CCCC2)C=CC1OC 1-(3-(2,4-dioxotetrahydropyrimidin-1(2H)-yl)-4-methoxybenzoyl)pyrrolidine